CS(=O)(=N)C=1C=C(C=CC1)CC1CC2(CN(C2)C(=O)N2C[C@@H]3[C@@H](OCC(N3)=O)CC2)C1 |r| rac-(4aR,8aS)-6-[6-[[3-(methylsulfonimidoyl)phenyl]methyl]-2-azaspiro[3.3]heptane-2-carbonyl]-4,4a,5,7,8,8a-hexahydropyrido[4,3-b][1,4]oxazin-3-one